C(C)OC(=O)C=1N(N=C(C1)N)C.FC1=C(C=CC=C1)S(=O)(=O)NC1=C(C=C(C=C1)CNC)C=1OC=CC1 2-fluoro-N-(2-(furan-2-yl)-4-((methylamino)methyl)phenyl)benzenesulfonamide ethyl-5-amino-2-methyl-pyrazole-3-carboxylate